tert-butyl 7-(2-{4-[5-(2-chloropyrimidin-4-yl)-4-[2-fluoro-3-(propane-1-sulfonamido)phenyl]-1,3-thiazol-2-yl]piperidin-1-yl}-2-oxoethyl)-2,7-diazaspiro[3.5]nonane-2-carboxylate ClC1=NC=CC(=N1)C1=C(N=C(S1)C1CCN(CC1)C(CN1CCC2(CN(C2)C(=O)OC(C)(C)C)CC1)=O)C1=C(C(=CC=C1)NS(=O)(=O)CCC)F